C(C)(C)(C)OC(=O)[C@@H]1N[C@H]([C@@]([C@H]1C1=C(C=CC=C1)Cl)(C1=C(C=CC(=C1)OC)F)CN)CC(C)(C)C (2R,3S,4S,5S)-4-(aminomethyl)-3-(2-chlorophenyl)-4-(5-methoxy-2-fluorophenyl)-5-neopentylpyrrolidine-2-carboxylic acid tert-butyl ester